7-Fluoro-1-methyl-3,4-dihydro-1H-quinolin FC1=CC=C2CCCN(C2=C1)C